N-tert-butoxycarbonyl-O-(mesitylsulfonyl)hydroxylamine CC1=CC(=C(C(=C1)C)S(=O)(=O)ONC(=O)OC(C)(C)C)C